CC1(COC1)C(=O)N[C@@H](C)C1=CC=C(C=C1)NC(OCC1=CC=C(C=C1)Cl)=O 4-chlorobenzyl (S)-(4-(1-(3-methyloxetane-3-carboxamido)eth-yl)phenyl)carbamate